16-hexadecadiene-14-ynal C=CC=CCCCCCCCCCC#CC=O